2-METHYL-4-(N-METHYLSULFAMOYL)PHENYLBORONIC ACID CC1=C(C=CC(=C1)S(NC)(=O)=O)B(O)O